17-(dioctylamino)heptadecyl nonyl phosphate P(=O)(OCCCCCCCCCCCCCCCCCN(CCCCCCCC)CCCCCCCC)(OCCCCCCCCC)[O-]